COC(CNC(=O)C1=C(C(=C(C=N1)C=1C=NC(=CC1)C)C)OCC1=CC=CC=C1)=O (5-(Phenylmethoxy)-4,6'-dimethyl-[3,3'-bipyridine]-6-carbonyl)glycine methyl ester